N-((2,6-dihydroxy-5'-methyl-4-pentyl-2'-(prop-1-en-2-yl)-1',2',3',4'-tetrahydro-[1,1'-biphenyl]-3-yl)methyl)-N-methylazetidine-1-carboxamide OC1=C(C(=CC(=C1CN(C(=O)N1CCC1)C)CCCCC)O)C1C(CCC(=C1)C)C(=C)C